FC=1C=C(C=CC1F)C=1N=NN(C1)[C@@H]1[C@H]([C@@H](SC2=CC(=C(C=C2)Cl)Cl)O[C@@H]([C@@H]1O)CO)O 3,4-Dichlorophenyl 3-deoxy-3-[4-(3,4-difluorophenyl)-1H-1,2,3-triazol-1-yl]-1-thio-α-D-galactopyranoside